(R)-2-chloro-6-(3-(2-cyclobutoxy-phenoxy)piperidin-1-yl)pyrazine ClC1=NC(=CN=C1)N1C[C@@H](CCC1)OC1=C(C=CC=C1)OC1CCC1